tert-butyl 4-((2R,3R)-1-(6-(4-(1-(2-methoxyethyl)-4-methyl-1H-pyrazol-5-yl)piperidin-1-yl)-2-(trifluoromethyl)pyrimidin-4-yl)-2-methylazetidin-3-yl)piperazine-1-carboxylate COCCN1N=CC(=C1C1CCN(CC1)C1=CC(=NC(=N1)C(F)(F)F)N1[C@@H]([C@@H](C1)N1CCN(CC1)C(=O)OC(C)(C)C)C)C